(R)-2-Amino-4-(5-chloro-3-((2,6-dimethylidenetetrahydro-1H-pyrrolizin-7a(5H)-yl)methoxy)-7,9-dihydrofuro[3,4-f]quinazolin-6-yl)-7-fluorobenzo[b]thiophene-3-carbonitrile NC1=C(C2=C(S1)C(=CC=C2C=2C1=C(C=3C=NC(=NC3C2Cl)OCC23CC(CN3CC(C2)=C)=C)COC1)F)C#N